P(=S)([O-])([O-])[O-] thiophosphoate